N,N-diethylcarboxamide C(C)N(C=O)CC